N[C@@H](C(=O)O)CC1=CC(=CC=C1)C=1C=NC=CC1 (R)-2-amino-3-(3-(pyridin-3-yl)phenyl)propanoic acid